1-((2S,4S,5R)-5-ethyl-4-hydroxy-5-(hydroxymethyl)tetrahydrofuran-2-yl)pyrimidine-2,4(1H,3H)-dione C(C)[C@]1([C@H](C[C@H](O1)N1C(NC(C=C1)=O)=O)O)CO